C1(CC1)COC1=NC=CC(=C1)C(C[Si](C1=CC=CC=C1)(C)C)C1=CC=CC=C1 2-cyclopropylmethoxy-4-(2-(dimethyl-(phenyl)silyl)-1-phenylethyl)pyridine